P(=O)([O-])([O-])[O-].[Zr+4].[Ag+] Silver-zirconium phosphate